R-3-hydroxypent-4-enoate O[C@H](CC(=O)[O-])C=C